C(C(C)C)C1=C(C=C(S1)N)C 5-isobutyl-4-methyl-thiophen-2-amine